CC1=CC=C(C=C1)NC1=CC=CC=2C(C3=C(C=CC=C3C(C12)=O)NC1=CC=C(C=C1)C)=O 1,5-bis[(4-methylphenyl)amino]-9,10-anthracenedione